4-bromo-2-methyl-benzoyl chloride BrC1=CC(=C(C(=O)Cl)C=C1)C